(8-(methylamino)pyrido[3,4-c]pyridazin-3-yl)cyclopropanecarboxamide CNC1=NC=CC2=C1N=NC(=C2)C2(CC2)C(=O)N